3-(3,7-dimethylocta-2,6-dien-1-yl)-N-(2,6-dimethylphenyl)-2,4-dihydroxy-6-pentylbenzamide CC(=CCC=1C(=C(C(=O)NC2=C(C=CC=C2C)C)C(=CC1O)CCCCC)O)CCC=C(C)C